C(C1=CC=CC=C1)N1C2=CC(=NC(NS(C=3C=CC=C(C(N[C@@H](C1)C)=O)C3)(=O)=O)=N2)C2=C(C=CC=C2C)C (11R)-9-benzyl-6-(2,6-dimethylphenyl)-11-methyl-2,2-dioxo-2λ6-thia-3,5,9,12,19-pentazatricyclo[12.3.1.14,8]nonadeca-1(18),4(19),5,7,14,16-hexaen-13-one